CN(/N=N/C1=CC=C(C=C1)C(\C=C\C1=CC(=C(C=C1)O[C@H]1O[C@H]([C@@H]([C@H]([C@@H]1O)O)O)CO)OC)=O)C (e)-1-(4-((e)-3,3-Dimethyltriaz-1-en-1-yl)phenyl)-3-(3-methoxy-4-(((2r,3s,4r,5r,6s)-3,4,5-trihydroxy-6-(hydroxymethyl)tetrahydro-2h-pyran-2-yl)oxy)phenyl)prop-2-en-1-one